C(C#CCC)C1NCCC2=CC(=CC=C12)NC1=NC=C(C(=N1)C=1C=NN(C1)C(C)C)C (2-pentynyl)-N-(4-(1-isopropyl-1H-pyrazol-4-yl)5-methylpyrimidin-2-yl)-1,2,3,4-tetrahydroisoquinolin-6-amine